4-bromo-1-(diethoxymethyl)-3-methylbenzene BrC1=C(C=C(C=C1)C(OCC)OCC)C